butyl 3-fluoro-4-((methylsulfonyl)oxy)piperidine-1-carboxylate FC1CN(CCC1OS(=O)(=O)C)C(=O)OCCCC